C(C)(C)C=1C(=CC(=NC1)C#CC1=CC=NC=C1)OC=1C(=NC(=NC1)N)N 5-((5-isopropyl-2-(pyridin-4-ylethynyl)pyridin-4-yl)oxy)pyrimidine-2,4-diamine